C(C)C(C[O-])CCCC 2-ethylhexanolat